CNCCN1N=NN=C1S 1-(2-methylaminoethyl)-5-mercaptotetrazole